(trans)-Methyl 4-(2-chloro-3,4-difluorophenyl)-6-(4-(((S)-2-hydroxy-3-methoxypropyl)amino)cyclohexyl)-2-(thiazol-2-yl)-1,4-dihydropyrimidine-5-carboxylate ClC1=C(C=CC(=C1F)F)C1N=C(NC(=C1C(=O)OC)[C@@H]1CC[C@H](CC1)NC[C@@H](COC)O)C=1SC=CN1